BrC=1C=NN2C1C(=CC=C2C#N)N2C[C@@]1(C[C@@]1(C2)C(F)(F)F)C=2OC(=NN2)C2CCN(CC2)C 3-bromo-4-((1S,5R)-1-(5-(1-methylpiperidin-4-yl)-1,3,4-oxadiazol-2-yl)-5-(trifluoromethyl)-3-azabicyclo[3.1.0]hexan-3-yl)pyrazolo[1,5-a]pyridine-7-carbonitrile